NC1=C(CNC=2C=C(C=CC2)CC(=O)OC)C=C(C=C1)F methyl 2-(3-((2-amino-5-fluorobenzyl)amino)phenyl)acetate